(3R)-3-(6-chloro-2-(8-methyl-3,8-diazabicyclo[3.2.1]octane-3-carbonyl)-1,2,3,4-Tetrahydroisoquinolin-8-yl)morpholine-4-carboxylic acid tert-butyl ester C(C)(C)(C)OC(=O)N1[C@@H](COCC1)C=1C=C(C=C2CCN(CC12)C(=O)N1CC2CCC(C1)N2C)Cl